1-(tert-Butyl)-5-fluoro-N-(2-fluoro-4-methyl-5-(7-morpholinopyrazolo[1,5-a]pyridin-5-yl)phenyl)-1H-pyrazole-4-carboxamide C(C)(C)(C)N1N=CC(=C1F)C(=O)NC1=C(C=C(C(=C1)C1=CC=2N(C(=C1)N1CCOCC1)N=CC2)C)F